3-methyl-6-[4-(2-tetrahydropyran-4-yloxyethoxy)phenoxy]imidazo[1,5-a]pyridine-7-carboxamide CC1=NC=C2N1C=C(C(=C2)C(=O)N)OC2=CC=C(C=C2)OCCOC2CCOCC2